(2S,4R)-1-((S)-2-(1-fluorocyclopropane-1-carboxamido)-3,3-dimethylbutanoyl)-4-hydroxy-N-(4-(4-methylthiazol-5-yl)-2-((12-oxododecyl)oxy)benzyl)pyrrolidine-2-carboxamide FC1(CC1)C(=O)N[C@H](C(=O)N1[C@@H](C[C@H](C1)O)C(=O)NCC1=C(C=C(C=C1)C1=C(N=CS1)C)OCCCCCCCCCCCC=O)C(C)(C)C